CC12CC=3C(OC(C3)=O)CC2=CCCC1 4a-methyl-4a,5,6,7,9,9a-hexahydronaphtho[2,3-b]furan-2(4H)-one